5-(aminomethyl)-N-((1S,3R)-3-fluorocyclopentyl)-N-methylpyridin-2-amine NCC=1C=CC(=NC1)N(C)[C@@H]1C[C@@H](CC1)F